F[C@@H]1CN(CC[C@H]1NC1=NC=C(C(=N1)C1=CC2=C(C(NC2=O)(C)C)S1)C(F)(F)F)S(=O)(=O)C 2-(2-(((3R,4R)-3-fluoro-1-(methylsulfonyl)piperidin-4-yl)amino)-5-(trifluoro-methyl)pyrimidin-4-yl)-6,6-dimethyl-5,6-dihydro-4H-thieno[2,3-c]pyrrol-4-one